(S)-pyrrolid [N-]1C=CC=C1